5'-trans-vinylphosphate C(=C)OP(=O)([O-])[O-]